tert-butyl (1s,3r)-3-hydroxycycloheptylcarbamate O[C@H]1C[C@H](CCCC1)NC(OC(C)(C)C)=O